C(CCC)OC=1C=C(C=CC1OC)/C=C/C(=O)C1=CC=C(OC(C(=O)O)C)C=C1 2-[4-[(E)-3-(3-Butoxy-4-methoxyphenyl)prop-2-enoyl]phenoxy]propanoic acid